tertbutyl 4-[5-(3-methyl-1-bicyclo[1.1.1]pentanyl)-1H-pyrazol-3-yl]piperazine-1-carboxylate CC12CC(C1)(C2)C2=CC(=NN2)N2CCN(CC2)C(=O)OC(C)(C)C